NCC1=CC=C(C=C1)COC1=C(C=C(C=C1)NC(=O)NCC=1C=C2CN(C(C2=CC1)=O)C1C(NC(CC1)=O)=O)C 1-(4-{[4-(aminomethyl)phenyl]methoxy}-3-methylphenyl)-3-{[2-(2,6-dioxopiperidin-3-yl)-1-oxo-2,3-dihydro-1H-isoindol-5-yl]methyl}urea